BrC1=CN2C[C@@H](CC3=CC=CC1=C23)NC(OC(C)(C)C)=O tert-butyl (R)-(1-bromo-5,6-dihydro-4H-pyrrolo[3,2,1-ij]quinolin-5-yl)carbamate